benzyl N-{2-[4-bromo-3-(piperidin-4-yl)indazol-1-yl]ethyl}carbamate BrC1=C2C(=NN(C2=CC=C1)CCNC(OCC1=CC=CC=C1)=O)C1CCNCC1